potassium alanine salt N[C@@H](C)C(=O)[O-].[K+]